N-ethyl-4-(4-oxo-2-(trifluoromethyl)-4H-pyrido[1,2-a]pyrimidin-9-yl)-N-(2,2,2-trifluoroethyl)benzamide C(C)N(C(C1=CC=C(C=C1)C1=CC=CN2C1=NC(=CC2=O)C(F)(F)F)=O)CC(F)(F)F